1-(2-phenoxyethyl)benzimidazole-5-carboxamide O(C1=CC=CC=C1)CCN1C=NC2=C1C=CC(=C2)C(=O)N